[I-].[NH+]1=CC=CC=C1 pyridin-1-ium iodide